(R)-N-(4-oxo-4-((6-(trifluoromethoxy)benzo[d]thiazol-2-yl)amino)butyl)pyrrolidine-2-carboxamide O=C(CCCNC(=O)[C@@H]1NCCC1)NC=1SC2=C(N1)C=CC(=C2)OC(F)(F)F